C(#N)C=1C2=C(N(N=C2C=C(C1)C1=CC(=NS1)C)C)C1=CC(=C(C(=O)N[C@H]2[C@H](C2)F)C(=C1)OC)OC(F)F 4-[4-cyano-2-methyl-6-(3-methyl-1,2-thiazol-5-yl)indazol-3-yl]-2-(difluoromethoxy)-N-[(1R,2S)-2-fluorocyclopropyl]-6-methoxybenzamide